Vinyl Sulfone Trifluoroacetate FC(C(=O)O)(F)F.C(=C)S(=O)(=O)C=C